thorium arsine tert-butyl-(rac)-2-(4-isopropylphenyl)-8-oxo-2,3,4,5a,6,7,8,9-octahydro-5H-10-oxa-1,2,5,7-tetraazacycloocta[cd]indene-5-carboxylate C(C)(C)(C)OC(=O)N1[C@@H]2C=3C(=NN(C3CC1)C1=CC=C(C=C1)C(C)C)OCC(NC2)=O.[AsH3].[Th] |r|